ClC1=CC2=C(NC(=N2)NCC(=O)N(C(C)C)C(C)C)C=C1Cl 2-[(5,6-dichloro-1H-1,3-benzodiazol-2-yl)amino]-N,N-bis(propan-2-yl)acetamide